FC1=C(C=C(C=C1)OC=1C(=C2C=CNC2=CC1F)S(=O)(=O)C)C=1NC(=CN1)[C@]1(COC2=C1C=CC=C2CCC(=O)O)C (S)-3-(3-(2-(2-fluoro-5-((6-fluoro-4-(methylsulfonyl)-1H-indol-5-yl)oxy)phenyl)-1H-imidazol-5-yl)-3-methyl-2,3-dihydrobenzofuran-7-yl)propanoic acid